tert-butyl ((5-bromo-1-((3-hydroxyphenyl)sulfonyl)-1H-pyrrol-3-yl)methyl)(methyl)carbamate BrC1=CC(=CN1S(=O)(=O)C1=CC(=CC=C1)O)CN(C(OC(C)(C)C)=O)C